FC(OC1=CC=C(C=C1)C1=CC=CC2=C1N=CN2)(F)F 7-[4-(trifluoromethoxy)phenyl]benzimidazol